6-acetamido-N-(1-(4-methoxyphenyl)-2-oxo-2-((4-(trimethylsilyl)phenyl)amino)ethyl)nicotinamide C(C)(=O)NC1=NC=C(C(=O)NC(C(NC2=CC=C(C=C2)[Si](C)(C)C)=O)C2=CC=C(C=C2)OC)C=C1